C[Si](C#CC=1C=CC=NC1)(C)C 5-[2-(trimethylsilyl)ethynyl]-pyridine